1-(1-methoxyethyl)-3-methyl-N-(4-(1-methyl-1H-1,2,4-triazol-3-yl)-5-(trifluoromethyl)pyridin-2-yl)-6-azabicyclo[3.1.1]heptane-6-carboxamide COC(C)C12CC(CC(N1C(=O)NC1=NC=C(C(=C1)C1=NN(C=N1)C)C(F)(F)F)C2)C